C/C(/[C@@H](C(C)C)C)=C\[C@@H](C)[C@H]1CC[C@H]2C3=C[C@H]([C@]4(C[C@H](CC[C@]4(C)[C@]3(CC[C@]12C)O)O)O)O (3beta,5alpha,6beta,9alpha,22E,24R)-23-Methylergosta-7,22-diene-3,5,6,9-tetrol